FC1=C(C=CC=C1)NC(=O)C1(C(N(CC1C1=CC(=CC=C1)C(F)(F)F)C)=O)SC1=CC=CC=C1 N-(2-fluorophenyl)-1-methyl-2-oxo-3-(phenylsulfanyl)-4-(3-(trifluoromethyl)phenyl)pyrrolidine-3-carboxamide